N-(4-(4-Cyclopropylpiperazin-1-yl)-3-methoxyphenyl)-6-(1H-indazol-6-yl)-[1,2,4]Triazolo[1,5-a]Pyrazin-8-amine C1(CC1)N1CCN(CC1)C1=C(C=C(C=C1)NC=1C=2N(C=C(N1)C1=CC=C3C=NNC3=C1)N=CN2)OC